CN1CCC(CC1)CN1C(=NC2=C1CNC2)C=2C=C1C=NNC1=CC2 5-(((1-methyl-piperidin-4-yl)methyl)-1,4,5,6-tetrahydropyrrolo[3,4-d]imidazol-2-yl)-1H-indazole